N-(7-chloro-6-((2S)-4-(4-(3R,4R)-hydroxy-3-methyltetrahydrofuran-3-yl)-2-methylpiperazin-1-yl)isoquinolin-3-yl)-6-oxaspiro[2.5]octane-1-carboxamide ClC1=C(C=C2C=C(N=CC2=C1)NC(=O)C1CC12CCOCC2)N2[C@H](CN(CC2)[C@@]2(COC[C@@H]2O)C)C